C1(CCCCC1)CC1CCCCC1 dicyclohex-ylmethane